8-((3R,4R)-4-(3-(tert-butyl)phenoxy)-3-ethylpiperidin-1-yl)-5-methyl-6-oxo-5,6-dihydro-1,5-naphthyridine-2-carbonitrile C(C)(C)(C)C=1C=C(O[C@H]2[C@@H](CN(CC2)C2=CC(N(C=3C=CC(=NC23)C#N)C)=O)CC)C=CC1